3,3-difluoro-N-[1-(5-fluoro-3-pyridyl)-2-oxo-2-(tetrahydropyran-4-ylamino)ethyl]-N-[4-(pentafluoro-λ6-sulfanyl)phenyl]pyrrolidine-2-carboxamide FC1(C(NCC1)C(=O)N(C1=CC=C(C=C1)S(F)(F)(F)(F)F)C(C(NC1CCOCC1)=O)C=1C=NC=C(C1)F)F